FC=1C(=NC(=NC1)N[C@H]1[C@@H](COCC1)O)C1=CC=C2C(C=C(N(C2=C1)C(C)C)CN1C[C@@]2(CCN(C2=O)C)CCC1)=O (S)-7-((7-(5-fluoro-2-(((3S,4R)-3-hydroxytetrahydro-2H-pyran-4-yl)amino)pyrimidin-4-yl)-1-isopropyl-4-oxo-1,4-dihydroquinolin-2-yl)methyl)-2-methyl-2,7-diazaspiro[4.5]decan-1-one